CC(CCC(=O)N[C@@H](C[C@H]1C(NCC1)=O)C(COC(F)(F)F)=O)C 4-methyl-N-((S)-3-oxo-1-((S)-2-oxopyrrolidin-3-yl)-4-(trifluoromethoxy)butan-2-yl)pentanamide